N-{[4-(ethoxymethyl)phenyl]methyl}acetamide C(C)OCC1=CC=C(C=C1)CNC(C)=O